CC1(CNCCC1)C1=NOCC(O1)CN1CCCCC1 (3-methylpiperidin-3-yl)-5-(piperidin-1-ylmethyl)-5,6-dihydro-1,4,2-dioxazine